The molecule is a tetrachlorobiphenyl that is biphenyl in which each of the phenyl groups is substituted at positions 2 and 4 by chlorines. It is a tetrachlorobiphenyl and a dichlorobenzene. C1=CC(=C(C=C1Cl)Cl)C2=C(C=C(C=C2)Cl)Cl